(R)-3-(6-chloro-2-((R)-2-methylmorpholine-4-carbonyl)-1,2,3,4-tetrahydroisoquinolin-8-yl)morpholine ClC=1C=C2CCN(CC2=C(C1)[C@H]1NCCOC1)C(=O)N1C[C@H](OCC1)C